[Cl-].[Cl-].C[SiH](C)[Zr+](C1C(=CC2=C(C=3CCCC3C=C12)C1=CC=CC=C1)C)C1C=C(C=C1)CCCC.C[SiH](C)[Zr+](C1C=C(C=C1)CCCC)C1C(=CC2=C(C=3CCCC3C=C12)C1=CC=CC=C1)C Dimethylsilyl-(3-n-butyl-cyclopentadienyl)(2-methyl-4-phenyl-1,5,6,7-tetrahydro-s-indacenyl)zirconium(IV) dichloride